1-((2R,3R,4R,5R)-4-hydroxy-5-(hydroxymethyl)-3-(2-methoxyethoxy)tetrahydrofuran-2-yl)-5-methylpyrimidine-2,4(1H,3H)-dione O[C@H]1[C@H]([C@@H](O[C@@H]1CO)N1C(NC(C(=C1)C)=O)=O)OCCOC